(S)-N-(3-cyano-4-fluorophenyl)-2-fluoro-1,4-dimethyl-5-(2-oxo-2-((1,1,1-trifluoropropan-2-yl)amino)acetyl)-1H-pyrrole-3-carboxamide C(#N)C=1C=C(C=CC1F)NC(=O)C1=C(N(C(=C1C)C(C(N[C@H](C(F)(F)F)C)=O)=O)C)F